FC(C=1C=C(C=C(C1)C(F)(F)F)C1=NC(=NO1)C(C)C1=NC=NN1C1=NC=C(C=N1)Cl)(F)F 5-(3,5-bis(trifluoromethyl)phenyl)-3-(1-(1-(5-chloropyrimidin-2-yl)1H-1,2,4-triazol-5-yl)ethyl)-1,2,4-oxadiazole